C(C)(C)(C)OC(=O)N1[C@@H]([C@@H]2CC[C@H](C1)O2)C2=CC=C(C=C2)Br (1s,2r,5r)-2-(4-bromophenyl)-8-oxa-3-azabicyclo[3.2.1]octane-3-carboxylic acid tert-butyl ester